C(C)OC(C[C@@H](C=1C=C(C=CC1OC)C1=C(C=CC=C1C)C)NC(=O)NC=1C(N(C=CC1O)C)=O)=O (S)-3-(3-(4-hydroxy-1-methyl-2-oxo-1,2-dihydropyridin-3-yl)ureido)-3-(4-methoxy-2',6'-dimethylbiphenyl-3-yl)propanoic acid ethyl ester